OC(CN(CCCCCC(=O)OCC(CCCCCCCC)CCCCCC)CCCNCC(CC)O)CC 2-hexyldecyl 6-[(2-hydroxy butyl)({3-[(2-hydroxybutyl)amino]propyl})amino]hexanoate